(S)-N-(3-amino-4-fluorophenyl)-6-methyl-5-(2-oxo-2-((1,1,1-trifluoroprop-2-yl)amino)acetyl)-2,3-dihydro-1H-pyrrolizine-7-carboxamide NC=1C=C(C=CC1F)NC(=O)C=1C(=C(N2CCCC12)C(C(N[C@H](C(F)(F)F)C)=O)=O)C